1-((1R,3r,5S,6r)-3-(6-chloro-1H-indazol-4-yl)-3-hydroxybicyclo[3.1.0]hexan-6-yl)-3-cyclohexylurea ClC1=CC(=C2C=NNC2=C1)C1(C[C@H]2C([C@H]2C1)NC(=O)NC1CCCCC1)O